ClC=1C(=CC(=C(C(=O)NC=2C=NC=[N+](C2)[O-])C1)OC1=C(C=C(C=C1)F)C)C(F)(F)F 5-(5-chloro-2-(4-fluoro-2-methylphenoxy)-4-(trifluoromethyl)benzoylamino)pyrimidine 1-oxide